C(C)N1C=NC2=C1N=NC=C2C=2C=C(C(=CC2)F)C2=C(C=C(C=C2)C2=CN=NC=C2)COC 7-ethyl-4-(6-fluoro-2'-(methoxymethyl)-4'-(pyridazin-4-yl)-[1,1'-biphenyl]-3-yl)7H-imidazo[4,5-c]Pyridazine